methyl 4-cyclopropyl-5-pyridazin-4-yl-2-(2-trimethylsilyl-ethoxymethyl)pyrazole-3-carboxylate C1(CC1)C1=C(N(N=C1C1=CN=NC=C1)COCC[Si](C)(C)C)C(=O)OC